CN(CCNC1=C(C=CC2=CN(N=C12)CC1=C2C=CNC2=C(C=C1OC)C)C#N)C 7-((2-(dimethylamino)-ethyl)amino)-2-((5-methoxy-7-methyl-1H-indol-4-yl)methyl)-2H-indazole-6-carbonitrile